methyl 9,9-difluoro-9H-fluorene-4-carboxylate FC1(C2=CC=CC=C2C=2C(=CC=CC12)C(=O)OC)F